mono-tert-butyl-amine C(C)(C)(C)N